2-(4-methylbenzyl)phenyl β-D-glucopyranoside O([C@H]1[C@H](O)[C@@H](O)[C@H](O)[C@H](O1)CO)C1=C(C=CC=C1)CC1=CC=C(C=C1)C